COC1=CC=C(C=C1)CCNS(=O)(=O)C1=C(C=C(C=C1C)C)C N-(4-methoxyphenylethyl)-2,4,6-trimethylbenzenesulfonamide